O1C(CCC1)C1=C(CC[SH-]CC)C=CC=C1 S-(2-(tetrahydrofuran-2-yl)phenethyl)ethanethiolate